CN(C=1C=C2C3=C(C=NC2=CC1)C(C1=C3C=NC(=N1)C(F)(F)F)=O)C1=CC=CC=C1 2-(methyl-(phenyl)amino)-9-(trifluoromethyl)-7H-pyrimido[5',4':3,4]cyclopenta[1,2-c]quinolin-7-one